tri(butyl) phosphate P(=O)(OCCCC)(OCCCC)OCCCC